C(C)(C)C1CCC(CC1)N1CCC2(CC1)C(N(CC1=CC(=CC=C12)NC(C)=O)CCN1C(CCCC1)=O)=O N-(1'-((1s,4s)-4-isopropyl-cyclohexyl)-3-oxo-2-(2-(2-oxopiperidin-1-yl)ethyl)-2,3-dihydro-1H-spiro[isoquinoline-4,4'-piperidin]-7-yl)acetamide